CC=1C=NN(C1)C[C@@H](C)O (R)-1-(4-methyl-1H-pyrazol-1-yl)propan-2-ol